(1S,2S)-N-(8-amino-6-(4-methyl-2-phenylpyridin-3-yl)-2,7-naphthyridin-3-yl)-2-(1-methyl-1H-pyrazol-4-yl)cyclopropanecarboxamide NC=1N=C(C=C2C=C(N=CC12)NC(=O)[C@@H]1[C@H](C1)C=1C=NN(C1)C)C=1C(=NC=CC1C)C1=CC=CC=C1